N-(5-((6-((R)-3-(3,5-difluorophenyl)-isoxazolidine-2-yl)pyrimidine-4-yl)amino)-4-methoxy-2-(4-((R)-2-methylmorpholino)piperidine-1-yl)phenyl)acrylamide FC=1C=C(C=C(C1)F)[C@@H]1N(OCC1)C1=CC(=NC=N1)NC=1C(=CC(=C(C1)NC(C=C)=O)N1CCC(CC1)N1C[C@H](OCC1)C)OC